COC1=C(C=CC=C1)[C@@H]1[C@H]2CCC[C@@H](C1)N2N2C(C1=CC=CC=C1C2=O)=O 2-((1S,5R,6R)-6-(2-methoxyphenyl)-8-azabicyclo[3.2.1]octan-8-yl)isoindoline-1,3-dione